1-(4-(3-bromo-5-(2,5-dimethyl-1H-pyrrol-1-yl)-1H-pyrazol-1-yl)phenyl)-4-(methylsulfonyl)piperazine BrC1=NN(C(=C1)N1C(=CC=C1C)C)C1=CC=C(C=C1)N1CCN(CC1)S(=O)(=O)C